ClC=1C=CC(=C(C1)[C@H](CCN([C@@H](C(=O)O)C1=C(C(=CC=C1)OC)C1CCC(CC1)OC(F)(F)F)C)CCN1CCCCC1)C (R)-2-(((S)-3-(5-chloro-2-methylphenyl)-5-(piperidin-1-yl)pentyl)(methyl)amino)-2-(3-methoxy-2-((1r,4R)-4-(trifluoromethoxy)-cyclohexyl)phenyl)acetic acid